CN1C=NC=2C1=NC=C(N2)N=C(C2=CC=CC=C2)C2=CC=CC=C2 N-(1-methyl-1H-imidazo[4,5-b]pyrazin-5-yl)-1,1-diphenylmethanimine